ClC1=C(N=NC(=C1)Cl)C(=O)Cl 4,6-dichloropyridazine-3-carbonyl chloride